BrC1=CC=C(COC2=C3C(C=C(OC3=CC=C2)C(=O)N[C@@H]([C@H](C)CC)C(=O)O)=O)C=C1 (5-((4-bromobenzyl)oxy)-4-oxo-4H-chromen-2-carbonyl)-L-alloisoleucine